Silver(I) ((2-((perfluorophenoxy)carbonyl)benzo[b]thiophen-5-yl)methyl)phosphonate FC1=C(OC(=O)C2=CC3=C(S2)C=CC(=C3)CP([O-])([O-])=O)C(=C(C(=C1F)F)F)F.[Ag+].[Ag+]